C(C)C1(COC1)COCCOCCOCCOCCOCC1(COC1)CC Tetraethylene glycol bis(3-ethyl-3-oxetanylmethyl) ether